4-(3-(2-fluorophenyl)-1-methyl-1H-pyrazol-4-yl)-7-methoxyquinazolin-6-amine FC1=C(C=CC=C1)C1=NN(C=C1C1=NC=NC2=CC(=C(C=C12)N)OC)C